COC=1C=C(C=C(C1)OC)C1(CC(=NO1)C(=O)OC)COC methyl 5-(3,5-dimethoxy-phenyl)-5-methoxymethyl-4,5-dihydro-isoxazole-3-carboxylate